2,2-dichlorobutanol ClC(CO)(CC)Cl